C(CCCC)(=O)OCC1OC(OC1)(CC1=CC=CC=C1)C 2-methyl-2-benzyl-1,3-dioxolane-4-methanol valerate